FC1=C(C=C(C=C1)OC=1C(=C2C=CNC2=CC1F)SC)C=1NC(=CN1)C(CC#N)(C)C1=CC(=CC=C1)I 3-(2-(2-Fluoro-5-((6-fluoro-4-(methylthio)-1H-indol-5-yl)oxy)phenyl)-1H-imidazol-5-yl)-3-(3-iodophenyl)butanenitrile